4-amino-5-fluoropyrimidine-2-ol NC1=NC(=NC=C1F)O